BrC1=C(C(=CC2=C1C[C@](O2)(C2=CC=CC=C2)C2N(CCC2)CC(CCCCCCCCCCCCCCC(=O)NCC[C@@H](C(=O)O)N(CC)CC)C)F)Cl (S)-2-((S)-4-bromo-5-chloro-6-fluoro-2-phenyl-2,3-dihydrobenzofuran-2-yl)pyrrolidineisostearamidoethyl-diethylaminoacetic acid